6,7-Difluoro-8-(6-fluoro-1-methylsulfonyl-1H-indol-4-yl)-9-methoxy-1,4,4-trimethyl-5H-[1,2,4]triazolo[4,3-a]quinoxaline FC1=C2NC(C=3N(C2=C(C(=C1F)C1=C2C=CN(C2=CC(=C1)F)S(=O)(=O)C)OC)C(=NN3)C)(C)C